2-(5-chloro-2-methoxypyridin-4-yl)-1-((S)-7'-methyl-6'-(pyrimidin-2-yl)-3',4'-dihydro-1'H-spiro[pyrrolidine-3,2'-[1,8]naphthyridine]-1-yl)propane-1-thione ClC=1C(=CC(=NC1)OC)C(C(=S)N1C[C@@]2(NC3=NC(=C(C=C3CC2)C2=NC=CC=N2)C)CC1)C